COC(=O)C1=C(NC(=C1)C1=C2C(=NC=C1)N(C=C2)S(=O)(=O)C2=CC=CC=C2)C2=C(C=C(C=C2)Cl)F Methyl-2-(4-chloro-2-fluorophenyl)-5-[1-(phenylsulfonyl)-1H-pyrrolo[2,3-b]pyridin-4-yl]-1H-pyrrole-3-carboxylate